1-isocyanato-2-(3-isocyanatoprop-1-yl)-cyclohexane N(=C=O)C1C(CCCC1)CCCN=C=O